N,N-dimethylpyridin-2-amine hydrochloride Cl.CN(C1=NC=CC=C1)C